CC1C(NC(CO1)C1=NC=C(C=C1)C(F)(F)F)C 2,3-dimethyl-5-(5-(trifluoromethyl)pyridin-2-yl)morpholine